(S)-5-benzyl-N-(5-methyl-4-oxo-2,3,4,5-tetrahydrobenzo[b][1,4]oxazepin-3-yl)thiazole-2-carboxamide C(C1=CC=CC=C1)C1=CN=C(S1)C(=O)N[C@@H]1C(N(C2=C(OC1)C=CC=C2)C)=O